6-{5-chloro-2-[(oxacyclohex-4-yl)amino]pyrimidin-4-yl}-2-(2-methoxyethyl)-2,3-dihydro-1H-isoindol-1-one ClC=1C(=NC(=NC1)NC1CCOCC1)C1=CC=C2CN(C(C2=C1)=O)CCOC